2-(3-((Benzyloxy)methyl)-4-ethyl-5-oxo-4,5-dihydro-1H-1,2,4-triazol-1-yl)-3-fluoro-6-(2-methoxyphenyl)-8-(prop-1-en-2-yl)-1,6-naphthyridin-5(6H)-one C(C1=CC=CC=C1)OCC1=NN(C(N1CC)=O)C1=NC=2C(=CN(C(C2C=C1F)=O)C1=C(C=CC=C1)OC)C(=C)C